(S)-2-((trifluoromethoxy)methyl)indoline FC(OC[C@H]1NC2=CC=CC=C2C1)(F)F